4-phenyl-10-thia-2,4-diazatricyclo[7.3.0.03,7]dodeca-1(9),3(7),11-trien-8-one C1(=CC=CC=C1)N1C=2NC=3C=CSC3C(C2CC1)=O